2-(chloromethyl)pyrido[1,2-a]pyrimidin-4-one ClCC=1N=C2N(C(C1)=O)C=CC=C2